6-(8-chloro-4-((5-(methylamino)pyridin-3-yl)methyl)-5,6-dihydro-4H-[1,4]oxazepino[5,6,7-de]quinazolin-9-yl)-4-methyl-5-(trifluoromethyl)pyridin-2-amine ClC1=C2C=3C(=NC=NC3C=C1C1=C(C(=CC(=N1)N)C)C(F)(F)F)N(CCO2)CC=2C=NC=C(C2)NC